BrC1=C2C=CC3=CC=C(C4=CC=C(C=C1)C2=C43)C4=CC=NC3=C2N=CC=CC2=CC=C43 4-(6-bromopyrene-1-yl)-1,10-phenanthroline